4-((4-methoxyphenyl)ethynyl)-7-methyl-7H-pyrrolo[2,3-d]pyrimidine-6-carboxylic acid COC1=CC=C(C=C1)C#CC=1C2=C(N=CN1)N(C(=C2)C(=O)O)C